benzyl phenylacetate (benzylphenyl acetate) C(C1=CC=CC=C1)C(C(=O)O)C1=CC=CC=C1.C1(=CC=CC=C1)CC(=O)OCC1=CC=CC=C1